tert-butyl 4-((1r,3r)-3-(2,7-diazaspiro[3.5]nonan-7-yl)cyclobutoxy)piperidine-1-carboxylate C1NCC12CCN(CC2)C2CC(C2)OC2CCN(CC2)C(=O)OC(C)(C)C